C(C)O[Si](OCC)(OCC)OCC Tetraethoxysilicon